C(CCCCCCCCCCCCCC)[NH3+] 1-pentadecanaminium